pentaerythritol tris(3-mercaptobutyrate) SC(CC(=O)OCC(COC(CC(C)S)=O)(COC(CC(C)S)=O)CO)C